3-endo-(8-{2-[cyclobutylmethyl-(3-hydroxy-2-hydroxymethyl-2-methyl-propionyl)-amino]ethyl}-8-azabicyclo[3.2.1]oct-3-yl)-benzamide TFA salt OC(=O)C(F)(F)F.C1(CCC1)CN(CCN1C2CC(CC1CC2)C=2C=C(C(=O)N)C=CC2)C(C(CO)(C)CO)=O